ClC=1C=CC2=C(N(CN(S2(=O)=O)[C@@H]([C@H](C)C2=C(C(=CC=C2F)C)C)C2=NNC(O2)=O)CCN2CCCC2)N1 5-((1S,2R)-1-(6-chloro-1,1-dioxido-4-(2-(pyrrolidin-1-yl)ethyl)-3,4-dihydro-2H-pyrido[2,3-e][1,2,4]thiadiazin-2-yl)-2-(6-fluoro-2,3-dimethylphenyl)propyl)-1,3,4-oxadiazol-2(3H)-one